BrC1=CC=C2C=CN(C2=C1)C(=O)C1CC1 (6-bromo-1H-indol-1-yl)(cyclopropyl)methanone